[SH3+].FC1=C(C(=C(C(=C1[B+2])F)F)F)F (pentafluorophenyl)boron sulfonium salt